C(C(O)C)(=O)O.C(C(O)C)(=O)O.C(C)O[C@@H]1C[C@@]2([C@@H](C[C@H]3[C@@H]4CC[C@H]([C@@H](CCCC(C)C)C)[C@]4(CC[C@@H]3[C@]2(CC1)C)C)NCCC=1N=CNC1)O 3β-ethoxy-5α-hydroxy-6β-[2-(1H-imidazol-4-yl)ethylamino]cholestane dilactate